3-(3-Hydroxy-5-(5-methoxy-1-methyl-1H-pyrrolo[2,3-c]pyridin-3-yl)picolinamido)-2,2-dimethylpropionic acid OC=1C(=NC=C(C1)C1=CN(C2=CN=C(C=C21)OC)C)C(=O)NCC(C(=O)O)(C)C